C[C@H]1C(CC(N(C1)C(=O)OC(C)(C)C)=O)=O tert-butyl (5R)-5-methyl-2,4-dioxo-piperidine-1-carboxylate